4-((2S,4R)-4-(difluoromethoxy)-1-((5-methoxy-7-methyl-1H-indol-4-yl)methyl)piperidin-2-yl)benzoic acid FC(O[C@H]1C[C@H](N(CC1)CC1=C2C=CNC2=C(C=C1OC)C)C1=CC=C(C(=O)O)C=C1)F